3,3'-di-t-butyl-5,5'-dimethoxy-1,1'-biphenyl C(C)(C)(C)C=1C=C(C=C(C1)OC)C1=CC(=CC(=C1)OC)C(C)(C)C